BrC1=CC=C(C=C1)C1=C(C2=C(N(C1=O)C1=C(C=C(C=C1C)C)C)C(N(C2)C2=C(C=CC=C2C)C)=O)C2=C(C=CC(=C2)F)O 3-(4-bromophenyl)-6-(2,6-dimethylphenyl)-4-(5-fluoro-2-hydroxyphenyl)-1-mesityl-5,6-dihydro-1H-pyrrolo[3,4-b]pyridine-2,7-dione